ClC=1C=NC=C(C1CSC=1NC(C2=C(N1)CN(C2)C)=O)Cl 2-(((3,5-dichloropyridin-4-yl)methyl)thio)-6-methyl-3,5,6,7-tetrahydro-4H-pyrrolo[3,4-d]pyrimidin-4-one